4,4'-(1-(3,5-bis(trifluoromethyl)phenyl)ethane-1,1-diyl)diphenol FC(C=1C=C(C=C(C1)C(F)(F)F)C(C)(C1=CC=C(C=C1)O)C1=CC=C(C=C1)O)(F)F